N-(5-phospho-D-ribosyl)anthranilic acid P(=O)(O)(O)OC[C@@H]1[C@H]([C@H](C(O1)NC=1C(C(=O)O)=CC=CC1)O)O